2-(5-methoxypyrazin-2-yl)thiazole COC=1N=CC(=NC1)C=1SC=CN1